[C@H](C)(CC)N1CC(N(C2(CN(C2)C=2N=NC=CC2)C1=O)CC1=CC(=C(C=C1)F)F)=O (S)-8-(sec-butyl)-5-(3,4-difluorobenzyl)-2-(pyridazin-3-yl)-2,5,8-triazaspiro[3.5]nonane-6,9-dione